6-chloro-5-(2,2-difluorocyclopropyl)-1-(tetrahydro-2H-pyran-2-yl)-4-(4,4,5,5-tetramethyl-1,3,2-dioxaborolan-2-yl)-1H-indazole ClC1=C(C(=C2C=NN(C2=C1)C1OCCCC1)B1OC(C(O1)(C)C)(C)C)C1C(C1)(F)F